ethyl 2-[3-(1-acetylpiperidin-4-yl)-5'-fluoro-1'-methyl-[4,6'-biindazol]-1-yl]acetate C(C)(=O)N1CCC(CC1)C1=NN(C=2C=CC=C(C12)C1=C(C=C2C=NN(C2=C1)C)F)CC(=O)OCC